tert-butyl-4-[2-[8-azidooctyl(methyl)amino]-7-bromo-6-chloro-8-fluoro-quinazolin-4-yl]piperazine-1-carboxylate C(C)(C)(C)OC(=O)N1CCN(CC1)C1=NC(=NC2=C(C(=C(C=C12)Cl)Br)F)N(C)CCCCCCCCN=[N+]=[N-]